CNC(=O)C1=NC=NC(=C1)C N,6-dimethylpyrimidine-4-carboxamide